CN(C(=O)C1=CC=C2C3=C(NC2=C1)C=NC=C3)C(C)C3=CC=CC=C3 N-methyl-N-(1-phenylethyl)-9H-pyrido[3,4-b]indole-7-carboxamide